1-(4-amino-2,3-dimethoxyphenyl)ethanone NC1=C(C(=C(C=C1)C(C)=O)OC)OC